1-hydroxyethylglycine OC(C)NCC(=O)O